(2e,4e)-Heptadienal C(\C=C\C=C\CC)=O